2-(1-cyanopyrrolidin-3-yl)-N-(6-methoxybenzo[d]thiazol-2-yl)acetamide C(#N)N1CC(CC1)CC(=O)NC=1SC2=C(N1)C=CC(=C2)OC